ClC=1C(=C(C=CC1CC(F)F)NC=1C2=C(N=CN1)C=CC(=N2)N2[C@H]1CN([C@@H](C2)CC1)C(=O)OC(C)(C)C)F tert-butyl (1R,4R)-5-(4-((3-chloro-4-(2,2-difluoroethyl)-2-fluorophenyl)amino)pyrido[3,2-d]pyrimidin-6-yl)-2,5-diazabicyclo[2.2.2]octane-2-carboxylate